8-Benzyl-2-((4,5-dimethylfuran-2-yl)methyl)-6-phenylimidazo[1,2-a]pyrazin-3(7H)-one C(C1=CC=CC=C1)C1=C2N(C=C(N1)C1=CC=CC=C1)C(C(=N2)CC=2OC(=C(C2)C)C)=O